Lithium Bis-Phenoxide [O-]C1=CC=CC=C1.[O-]C1=CC=CC=C1.[Li+].[Li+]